4,4'-Dinitro-2-biphenylamine [N+](=O)([O-])C=1C=C(C(=CC1)C1=CC=C(C=C1)[N+](=O)[O-])N